Cl.NC1=CC(=NC(=C1)NC1=C(C=CC=C1)F)C(=O)NC1CC2=CC=C(C=C2C1)F 4-Amino-N-(5-fluoro-2,3-dihydro-1H-inden-2-yl)-6-((2-fluorophenyl)amino)picolinamide hydrochloride